oxybis(ethane-2,1-diyl) (±)-(4R,4'R)-bis(2-((Z)-non-3-en-1-yl)thiazolidine-4-carboxylate) C(C\C=C/CCCCC)C1SC[C@H](N1)C(=O)OCCOCCOC(=O)C1NC(SC1)CC\C=C/CCCCC